5-{3-[(3S,4R)-4-[6-amino-8-oxo-7-(4-phenoxyphenyl)purin-9-yl]-3-fluoro-[1,4'-bipiperidin]-1'-yl]azetidin-1-yl}-2-(2,6-dioxopiperidin-3-yl)-6-fluoroisoindole-1,3-dione NC1=C2N(C(N(C2=NC=N1)[C@H]1[C@H](CN(CC1)C1CCN(CC1)C1CN(C1)C=1C=C2C(N(C(C2=CC1F)=O)C1C(NC(CC1)=O)=O)=O)F)=O)C1=CC=C(C=C1)OC1=CC=CC=C1